C(C=C)(=O)N1[C@H](CN(CC1)C=1C2=C(N=C(N1)OC=C1N(CCC1)C)C=C(C=N2)C2=CC=CC1=CC=C(C(=C21)Cl)F)CC#N 2-((S)-1-Acryloyl-4-(7-(8-chloro-7-fluoronaphthalen-1-yl)-2-(((S)-1-methylpyrrolidineyl-2-yl)methoxy)pyrido[3,2-d]pyrimidin-4-yl)piperazin-2-yl)acetonitrile